3,3,4,4-tetrafluoro-1,2-bis(perfluoroethyl)cyclobut-1-ene FC1(C(=C(C1(F)F)C(C(F)(F)F)(F)F)C(C(F)(F)F)(F)F)F